4-cyclopropyl-2,2-dimethylthieno[2,3-g]quinolin-3(2H)-one 1,1-dioxide C1(CC1)C1=C2C(=CC=3C=CC=NC13)S(C(C2=O)(C)C)(=O)=O